Hexafluoroantimonat F[Sb-](F)(F)(F)(F)F